ClCCCC1=C(N=C(S1)NC)C(=O)OCC Ethyl 5-(3-chloropropyl)-2-(methylamino)thiazole-4-carboxylate